(R)-6-chloro-3-methyl-N-(piperidin-3-yl)-1H-pyrazolo[3,4-d]pyrimidine-4-amine hydrochloride Cl.ClC1=NC(=C2C(=N1)NN=C2C)N[C@H]2CNCCC2